CCCCC(CC)C(=O)OOOC(C)(C)CCC t-hexyl peroxy-2-ethyl hexanoate